COC1=C(C=C(C=C1)NC1=NC(=CC(=N1)NC)C1CCOCC1)OCCCN1CCCC1 N2-(4-methoxy-3-(3-(pyrrolidin-1-yl)propoxy)phenyl)-N4-methyl-6-(tetrahydro-2H-pyran-4-yl)pyrimidine-2,4-diamine